BrC=1C=C2CC(N=CC2=CC1OC)C(C)(C)C 6-bromo-3-tert-butyl-7-methoxy-3,4-dihydroisoquinoline